C(CCCCCCCCCCCCCCC)(=O)P(=O)(C(CCCCCCCCCCCCCCC)=O)C(O)C(O)CO dipalmitoylphosphorylglycerol